COC(=O)C=1C=CC2=C(N(C=N2)CC2=CN=CN2CC)C1 1-((1-ethyl-1H-imidazol-5-yl)methyl)-1H-benzo[d]imidazole-6-carboxylic acid methyl ester